rel-(1R,2R)-2-(2',3,6'-trifluoro[1,1'-biphenyl]-2-yl)cyclopropane-1-carboxylic acid FC1=C(C(=CC=C1)F)C1=C(C(=CC=C1)F)[C@H]1[C@@H](C1)C(=O)O |o1:15,16|